N-(5-cyclopropyl-3-pyridyl)-4-methyl-2-(1-methyl-2-oxo-4-piperidyl)-3,4-dihydro-1H-isoquinoline-7-carboxamide C1(CC1)C=1C=C(C=NC1)NC(=O)C1=CC=C2C(CN(CC2=C1)C1CC(N(CC1)C)=O)C